2-bromoethyl 4-[2-[3-(4-amino-1-tert-butyl-pyrazolo[3,4-d]pyrimidin-3-yl)-5-cyclopropyl-isoxazol-4-yl]pyrimidin-5-yl]piperidine-1-carboxylate NC1=C2C(=NC=N1)N(N=C2C2=NOC(=C2C2=NC=C(C=N2)C2CCN(CC2)C(=O)OCCBr)C2CC2)C(C)(C)C